N-(5-(2-amino-3-(cyclopropylmethyl)-4-oxo-3,4-dihydro-quinazolin-6-yl)pyridin-2-yl)-4,4-difluorovaleramide NC1=NC2=CC=C(C=C2C(N1CC1CC1)=O)C=1C=CC(=NC1)NC(CCC(C)(F)F)=O